ethyl 2-((tert-butoxycarbonyl) (4-fluoro-2,5-dimethylphenyl)amino)oxazole-4-carboxylate C(C)(C)(C)OC(=O)N(C=1OC=C(N1)C(=O)OCC)C1=C(C=C(C(=C1)C)F)C